C(#N)C=1C=C2C(C(N(C2=CC1)C1CCN(CC1)C1CCC(CC1)C(C)C)=O)NC(C)=O N-(5-cyano-1-(1-((1s,4s)-4-isopropylcyclohexyl)piperidin-4-yl)-2-oxoindolin-3-yl)acetamide